(S,E)-Methyl-6-(4-bromothiophen-2-carboxamido)-7-(1-(2-(2-adamantylamino)-2-oxoethyl)-2-oxo-1,2-dihydropyridin-3-ylamino)-7-oxohept-2-enoat COC(\C=C\CC[C@@H](C(=O)NC=1C(N(C=CC1)CC(=O)NC1C2CC3CC(CC1C3)C2)=O)NC(=O)C=2SC=C(C2)Br)=O